((7-(((3S,6S,10aS)-5-oxo-3-((R)-6-(2-oxo-1,2-dihydropyridin-4-yl)-4-azaspiro[2.4]heptane-4-carbonyl)decahydropyrrolo[1,2-a]azocin-6-yl)carbamoyl)naphthalen-2-yl)methyl)phosphonic acid O=C1[C@H](CCCC[C@@H]2N1[C@@H](CC2)C(=O)N2C1(CC1)C[C@@H](C2)C2=CC(NC=C2)=O)NC(=O)C2=CC=C1C=CC(=CC1=C2)CP(O)(O)=O